3-methylthio-5-phenylamino-1,2,4-triazine-6-carboxylic acid CSC=1N=NC(=C(N1)NC1=CC=CC=C1)C(=O)O